BrC1=C(C=CC=C1F)C1OCCO1 2-(2-bromo-3-fluorophenyl)-1,3-dioxolane